C12C3C=CCC3C(C=C1)C2 Tricyclo[5.2.1.0{2,6}]deca-3,8-diene